4-methyl-2-(4-neopentylphenyl)pyrimidine-5-carboxylic acid CC1=NC(=NC=C1C(=O)O)C1=CC=C(C=C1)CC(C)(C)C